3-(4-prop-2-ylphenyl)propanal CC(C)C1=CC=C(C=C1)CCC=O